3-(5'-fluoro-4,6'-dimethyl-[3,4'-bipyridin]-2'-yl)-5-(6-methylpyridin-2-yl)-1,2,4-oxadiazole FC=1C(=CC(=NC1C)C1=NOC(=N1)C1=NC(=CC=C1)C)C=1C=NC=CC1C